3-((R)-3-acetamidopiperidin-1-yl)-5-((4-(1-((1-(2-(2,6-dioxopiperidin-3-yl)-1,3-dioxoisoindolin-5-yl)pyrrolidin-3-yl)methyl)piperidin-4-yl)phenyl)amino)-1,2,4-triazine-6-carboxamide C(C)(=O)N[C@H]1CN(CCC1)C=1N=NC(=C(N1)NC1=CC=C(C=C1)C1CCN(CC1)CC1CN(CC1)C=1C=C2C(N(C(C2=CC1)=O)C1C(NC(CC1)=O)=O)=O)C(=O)N